1-(2-(1-(1,4-dioxane-2-carbonyl)piperidin-4-yl)ethyl)-4-chloro-N-(3-fluoro-5-(thiophen-2-ylethynyl)pyridin-2-yl)-1H-pyrazole-3-carboxamide O1C(COCC1)C(=O)N1CCC(CC1)CCN1N=C(C(=C1)Cl)C(=O)NC1=NC=C(C=C1F)C#CC=1SC=CC1